Ethyl (S)-1-((2-(3-(3-phenylpropyl)-1,2,4-oxadiazol-5-yl) piperidin-1-yl)sulfonyl)piperidine-4-carboxylate C1(=CC=CC=C1)CCCC1=NOC(=N1)[C@H]1N(CCCC1)S(=O)(=O)N1CCC(CC1)C(=O)OCC